Cl.N[C@@H](C(=O)OCC)CC1=CC(=CC=C1)C1=NNC=C1 Ethyl (2R)-2-amino-3-[3-(1H-pyrazol-3-yl)phenyl]propanoate hydrochloride